(R)-4-(3-(3-Aminoazepan-1-carbonyl)-1-(4-cyclopropyl-2-fluorophenyl)-1H-pyrazol-5-yl)-2-fluorobenzonitril N[C@H]1CN(CCCC1)C(=O)C1=NN(C(=C1)C1=CC(=C(C#N)C=C1)F)C1=C(C=C(C=C1)C1CC1)F